C(CCCCCCCCCCC)(=O)OC(CC)OC(CCCCCCCCCCC)=O propandiol dilaurate